(S)-5-(10-ethyl-11-oxo-1,2,4,4a,5,6,11,14-octahydro-3H,12H-pyrazino[1',2':5,6][1,5]oxazocino[2,3-g]quinoxalin-3-yl)-N-methylpicolinamide C(C)C=1C(NC2=CC3=C(C=C2N1)OCC[C@@H]1N(C3)CCN(C1)C=1C=CC(=NC1)C(=O)NC)=O